4-nitro-2-(trifluoromethoxy)phenol [N+](=O)([O-])C1=CC(=C(C=C1)O)OC(F)(F)F